2-(cyclohexylamino)-4-(4-((2-methoxyphenyl)amino)-7H-pyrrolo[2,3-d]pyrimidin-7-yl)benzonitrile C1(CCCCC1)NC1=C(C#N)C=CC(=C1)N1C=CC2=C1N=CN=C2NC2=C(C=CC=C2)OC